Ethyl 3-[6-({5-[6-ethoxy-5-(trifluoromethyl)pyridin-3-yl]-7-({[1-(methoxymethyl)cyclohexyl]methyl}(methyl)amino)-1H-imidazo[4,5-b]pyridin-2-yl}carbamoyl)pyridin-3-yl]propanoate C(C)OC1=C(C=C(C=N1)C1=CC(=C2C(=N1)N=C(N2)NC(=O)C2=CC=C(C=N2)CCC(=O)OCC)N(C)CC2(CCCCC2)COC)C(F)(F)F